C(#N)C1=NN(C=N1)C(=O)N1CCN(CC1)C(C1=CC=C(C#N)C=C1)C1=CC=C(C#N)C=C1 4,4'-((4-(3-cyano-1H-1,2,4-triazole-1-carbonyl)piperazin-1-yl)methylene)dibenzonitrile